C1=CC2=C(C=CN=C2)C(=C1)S(=O)(=O)NCCNCC=CC3=CC=C(C=C3)Br The molecule is a member of the class of isoquinolines that is the sulfonamide obtained by formal condensation of the sulfo group of isoquinoline-5-sulfonic acid with the primary amino group of N(1)-[3-(4-bromophenyl)prop-2-en-1-yl]ethane-1,2-diamine. It has a role as an EC 2.7.11.11 (cAMP-dependent protein kinase) inhibitor. It is a member of isoquinolines, a sulfonamide, a member of bromobenzenes, an olefinic compound and a secondary amino compound. It is a conjugate base of a N-[2-(4-bromocinnamylamino)ethyl]isoquinoline-5-sulfonamide(2+).